C(C)C1=CC(=NC=C1)NC=1SC2=C(N1)C=CC(=C2)C#N 2-((4-ethylpyridin-2-yl)amino)benzo[d]-thiazole-6-carbonitrile